(3S)-3-(9-fluorenyl)methoxycarbonylamino-4-n-propoxybutyric acid tert-butyl ester C(C)(C)(C)OC(C[C@@H](COCCC)NC(=O)OCC1C2=CC=CC=C2C=2C=CC=CC12)=O